O1C[C@H](CC1)OC(N[C@@H](CC(C)C)C(=O)N[C@H](C(C(NC1CC1)=O)=O)CCC1=CC=CC=C1)=O ((1S)-1-((((1S)-2,3-dioxo-3-cyclopropylamino-1-(phenylethyl)propyl)amino)carbonyl)-3-methylbutyl)carbamic acid (3S)-tetrahydrofuran-3-yl ester